CC[N+](C)(C)C1=CC=C(C=C1)C(=C2C=CC(=[N+](C)C)C=C2)C3=CC=C(C=C3)N(C)C.[Cl-].[Br-] The molecule is an iminium salt composed of [4-([4-(dimethylamino)phenyl]{4-[ethyl(dimethyl)azaniumyl]phenyl}methylidene)cyclohexa-2,5-dien-1-ylidene](dimethyl)ammonium, bromide and chloride ions in a 1:1:1 ratio. A histological dye used to demonstrate nucleic acids by the Unna-Pappenheim stain, in conjunction with Pyronin Y. It has a role as a fluorochrome and a histological dye. It is an organic chloride salt, a quaternary ammonium salt, an iminium salt and an organic bromide salt. It contains an ethyl green(1+).